BrC=1C=C2C(=NC=NC2=CC1OC)C=1C(=NN(C1)CCN(C)C)C1=CC=CC=C1 2-(4-(6-bromo-7-methoxyquinazolin-4-yl)-3-phenyl-1H-pyrazol-1-yl)-N,N-dimethylethan-1-amine